tert-Butyl (3-((4-(2-((3-amino-6-chloropyridazin-4-yl)oxy)ethyl)phenyl)(methyl)amino)propyl)(methyl)carbamate NC=1N=NC(=CC1OCCC1=CC=C(C=C1)N(CCCN(C(OC(C)(C)C)=O)C)C)Cl